ClC=1C=C2C=C(NC2=CC1C1=NC=C(N=C1)OC)CNC(=O)[C@@H]1NCC1 N-{[5-chloro-6-(5-methoxy-2-pyrazinyl)-2-indolyl]methyl}-(R)-2-azetidinecarboxamide